(2S,3R,4R,5R)-5-(((4-(Dimethylamino)butanoyl)oxy)methyl)tetrahydrofuran-2,3,4-triyl Trioleate C(CCCCCCC\C=C/CCCCCCCC)(=O)O[C@@H]1O[C@@H]([C@H]([C@H]1OC(CCCCCCC\C=C/CCCCCCCC)=O)OC(CCCCCCC\C=C/CCCCCCCC)=O)COC(CCCN(C)C)=O